tert-butyl 2-(2-aminoethyl)-1,3,3a,4,6,6a-hexahydro-pyrrolo[3,4-c]pyrrole-5-carboxylate NCCN1CC2CN(CC2C1)C(=O)OC(C)(C)C